C(OC(C)(C)C)(ON1C(C2[C@@H]3C=C[C@H](C2C1=O)C3)=O)=O tert-butyl ((4R,7S)-1,3-dioxo-1,3,3a,4,7,7a-hexahydro-2H-4,7-methanoisoindol-2-yl) carbonate